FC=1C=C(CN2C(=NC3=NC=C(C=C32)C=3C=CN2N=CN=C(C23)OC)CO)C=CC1F (1-(3,4-difluorobenzyl)-6-(4-methoxypyrrolo[2,1-f][1,2,4]triazin-5-yl)-1H-imidazo[4,5-b]pyridin-2-yl)methanol